5-bromo-4-methylpyridine BrC=1C(=CC=NC1)C